FC=1C(=NC(=NC1)N[C@H]1[C@@H](COCC1)O)C=1C=C2C(=C(C=NC2=CC1)C(C)(C)O)C(C)C (3S,4R)-4-((5-fluoro-4-(3-(2-hydroxypropan-2-yl)-4-isopropylquinolin-6-yl)pyrimidin-2-yl)amino)tetrahydro-2H-pyran-3-ol